2,4,5-trifluorophenyl-(R)-3-amino-4-(2,4,5-trifluorophenyl)-butyric acid ethyl ester C(C)OC([C@@H](C(CC1=C(C=C(C(=C1)F)F)F)N)C1=C(C=C(C(=C1)F)F)F)=O